7-(pyridin-4-yl)-2,7-diazaspiro[4.4]nonane-2-carboxylic acid tert-butyl ester C(C)(C)(C)OC(=O)N1CC2(CC1)CN(CC2)C2=CC=NC=C2